methyl (4R,5S)-5-amino-2-((R)-1-(2-(2,5-dichlorobenzamido) acetamido)-3-methylbutyl)-6-oxo-1,3,2-dioxaborinane-4-carboxylate N[C@H]1[C@@H](OB(OC1=O)[C@H](CC(C)C)NC(CNC(C1=C(C=CC(=C1)Cl)Cl)=O)=O)C(=O)OC